5-(1,3-dimethyl-1H-pyrazol-5-yl)-8-(((5-fluoro-2,3-dihydrobenzofuran-4-yl)methyl)amino)-2,7-naphthyridin-3(2H)-one CN1N=C(C=C1C=1C2=CC(NC=C2C(=NC1)NCC1=C(C=CC2=C1CCO2)F)=O)C